CC1=C(C=C(C=C1)NC(=O)C2=C(N=NS2)C)Cl N-(3-chloro-4-methylphenyl)-4-methylthiadiazole-5-carboxamide